COC1=C(C=C(C(=C1)C)OC)CC(C)NC 1-(2,5-dimethoxy-4-methylphenyl)-N-methylpropan-2-amine